CC=1N=C(SC1)C=1N=NN(C1)[C@@H]1[C@H]([C@@H](O[C@@H]([C@@H]1O)CO)C1=NN=CN1C1=CC2=C(N=C(S2)C)C=C1)O 6-{3-{3-Deoxy-3-[4-(4-methylthiazol-2-yl)-1H-1,2,3-triazol-1-yl]-β-D-galactopyranosyl}-4H-1,2,4-triazol-4-yl}-2-methylbenzothiazole